(2-pyridyldithio)-propionamido hexanoate C(CCCCC)(=O)ONC(CCSSC1=NC=CC=C1)=O